OCC1=C(C(=O)N)C=CC=C1 2-(hydroxymethyl)benzamide